CN(C(CC(C)NCCC[C@H](C(C)C)N1CC2(C1)CN(CC2)C=2N=CN=NC2OC2=C(C(=O)N(C(C)C)CC)C=C(C=C2)F)=O)C 2-((5-(2-((3R)-6-((4-(dimethylamino)-4-oxobutan-2-yl)amino)-2-methylhex-3-yl)-2,6-diazaspiro[3.4]oct-6-yl)-1,2,4-triazin-6-yl)oxy)-N-ethyl-5-fluoro-N-isopropylbenzamide